C(C)C=1C(=NC=C(C1)C1=CSC2=C1C=C(C=C2)F)N ethyl-5-(5-fluorobenzothiophen-3-yl)pyridin-2-amine